5-(cyclopropylmethoxy)-N-(1,3-dihydroxy-2-methylpropan-2-yl)-2-methyl-1-benzothiophene-3-carboxamide C1(CC1)COC=1C=CC2=C(C(=C(S2)C)C(=O)NC(CO)(CO)C)C1